2-[(2S)-1,4-dioxan-2-ylmethyl]-N-[2-(pyridin-2-yl)ethyl]-8-(trifluoromethyl)-4,5-dihydro-2H-furo[2,3-g]indazole-7-carboxamide O1[C@H](COCC1)CN1N=C2C3=C(CCC2=C1)OC(=C3C(F)(F)F)C(=O)NCCC3=NC=CC=C3